3-(2-(4-((4-methylpyridin-2-yl)amino)butyrylamino)acetamido)propionic acid CC1=CC(=NC=C1)NCCCC(=O)NCC(=O)NCCC(=O)O